NCCCCC=1[C-](C=CC1)C(=O)N.[CH-]1C=CC=C1.[Fe+2] (4-aminobutyl)ferrocenecarboxamide